FC1=C(OCC#N)C=CC(=C1F)B1OC(C(O1)(C)C)(C)C 2,3-difluoro-4-(4,4,5,5-tetramethyl-1,3,2-dioxaborolan-2-yl)phenoxyacetonitrile